2-hydroxyethylidene-diacetic acid OCC(CC(=O)O)CC(=O)O